C1(CC1)C(C1CC1)NC([C@H](N(C)C(C=C)=O)CC(C)C)=O N-methyl-acryloyl-D-leucine-dicyclopropylmethylamide